OC1=C(C(=NC(=C1C=1N(N=CC1)C)C)C)C(=O)N 4-hydroxy-2,6-dimethyl-5-(2-methylpyrazol-3-yl)pyridine-3-carboxamide